sodium (S)-3-(3-(1,5-dimethyl-4-oxido-2-oxo-1,2-dihydropyridin-3-yl)ureido)-3-(4-fluoro biphenyl-3-yl)propanoate CN1C(C(=C(C(=C1)C)[O-])NC(N[C@@H](CC(=O)[O-])C=1C=C(C=CC1F)C1=CC=CC=C1)=O)=O.[Na+].[Na+]